1,2-propanediol dicaprylate C(CCCCCCC)(=O)OCC(C)OC(CCCCCCC)=O